O=C1NC(CCC1N1C(C2=CC=C3C(=C2C1)OCC31CCN(CC1)CC=1C=C(C=CC1)NS(=O)(=O)C)=O)=O N-(3-((7-(2,6-dioxopiperidin-3-yl)-6-oxo-7,8-dihydro-2H,6H-spiro[furo[2,3-e]isoindole-3,4'-piperidin]-1'-yl)methyl)phenyl)methanesulfonamide